NC1=NC=CC=C1C1=NC=2C(=NC(=CC2)C2=CC=CC=C2)N1C1=CC=C(CN2CCN(CCC2)C(=O)C2=CC(=C(C=O)C=C2)O)C=C1 4-(4-(4-(2-(2-Aminopyridin-3-yl)-5-phenyl-3H-imidazo[4,5-b]pyridin-3-yl)benzyl)-1,4-diazepane-1-carbonyl)-2-hydroxybenzaldehyde